C(C)(C)(C)OC(=O)N[C@@H](C)C1=NC(=NN1C1=NC=C(C(=O)OC)C=C1)N(C)C methyl 6-[5-{(1S)-1-[(tert-butoxycarbonyl)amino]ethyl}-3-(dimethylamino)-1H-1,2,4-triazol-1-yl]nicotinate